C1(=CC=CC=C1)C(=O)O benzeneFormic acid